5-((R)-1-Acetoxy-2,2,2-trifluoroethyl)-2-(2-amino-8-oxo-7-(3,3,3-trifluoropropyl)-7,8-dihydro-9H-purin-9-yl)-4-fluorotetrahydrofuran-3-yl acetate C(C)(=O)OC1C(OC(C1F)[C@H](C(F)(F)F)OC(C)=O)N1C2=NC(=NC=C2N(C1=O)CCC(F)(F)F)N